(R)-4-(2-chloro-7-(4-(methoxymethyl)-1-methyl-1H-pyrazol-5-yl)thieno[3,2-d]Pyrimidin-4-yl)-3-methylmorpholine ClC=1N=C(C2=C(N1)C(=CS2)C2=C(C=NN2C)COC)N2[C@@H](COCC2)C